O=CC1=C(O)C(OC)=CC(=C1)[2H] o-vanillin-5-d